(S)-5-(2,3-difluorophenyl)-1-(1-(6-ethoxy-5-methoxypyridin-2-yl)-2-(methylsulfonyl)ethyl)-3-methyl-1H-benzo[d]imidazol-2(3H)-one FC1=C(C=CC=C1F)C1=CC2=C(N(C(N2C)=O)[C@H](CS(=O)(=O)C)C2=NC(=C(C=C2)OC)OCC)C=C1